ClC1=C(C(=CC(=C1)C1=CN=C2N1CCN(C2)C(C=C)=O)F)C2=C(C(=CC=C2F)Cl)O (3-(2,3'-dichloro-6,6'-difluoro-2'-hydroxy-[1,1'-biphenyl]-4-yl)-5,6-dihydroimidazo[1,2-a]pyrazin-7(8H)-yl)prop-2-en-1-one